CC1(OC[C@H](O1)CC=O)C |r| rac-(R)-2-(2,2-dimethyl-1,3-dioxolan-4-yl)acetaldehyde